N,N-dimethyl-4-morpholino-2-[(2E)-2-(m-tolylmethylene)hydrazino]-5H-pyrrolo[3,2-d]pyrimidine-6-carboxamide CN(C(=O)C1=CC=2N=C(N=C(C2N1)N1CCOCC1)N/N=C/C=1C=C(C=CC1)C)C